C1(CC12CNCC2)NC(OC(C)(C)C)=O tert-butyl (5-azaspiro[2.4]heptan-1-yl)carbamate